6-(2-fluoro-6-methoxyphenyl)pyrazolo(1,5-a)pyridine-5-carboxylic acid FC1=C(C(=CC=C1)OC)C=1C(=CC=2N(C1)N=CC2)C(=O)O